5-(3-(4-hydroxy-4-methylpent-1-ynyl)phenoxy)-1H-1,2,3-triazole-4-carboxylic acid ethyl ester C(C)OC(=O)C=1N=NNC1OC1=CC(=CC=C1)C#CCC(C)(C)O